C(C)OC1=CC=C(C=C1)N1[C@@H]2CN(C[C@H](C1)CC2(C)C)CC2(CC2)CC#N 2-(1-(((1R,5S)-6-(4-ethoxyphenyl)-9,9-dimethyl-3,6-diazabicyclo[3.2.2]nonan-3-yl)methyl)cyclopropyl)acetonitrile